phenanthrene-7-one C1=CC=CC=2C3=CCC(C=C3C=CC12)=O